C(#N)\C(=C/C1=CC=C(C=C1)CC)\C1=CC=C(C=C1)C(CN)(C)C (Z)-2-(4-(1-cyano-2-(4-ethylphenyl)vinyl)phenyl)-N-isobutylamine